4-(cyclopropylsulfonyl)-N-(1-(3,3-difluorocyclobutyl)-1H-pyrazolo[3,4-b]pyrazin-6-yl)-2-(6-azaspiro[2.5]oct-6-yl)benzamide sodium salt [Na].C1(CC1)S(=O)(=O)C1=CC(=C(C(=O)NC2=CN=C3C(=N2)N(N=C3)C3CC(C3)(F)F)C=C1)N1CCC3(CC3)CC1